CC1NC(CC2(C1)OCCC1=C2SC=C1)C (2R,6S)-2',6'-dimethylspiro[4,5-dihydrothieno[2,3-c]pyran-7,4'-piperidine]